spiro[benzo[a]fluorene-11,9'-fluorene] C1=CC=CC=2C3=CC=CC=C3C3(C12)C1=CC=CC=C1C1=CC=C2C(=C13)C=CC=C2